3-(3-phenylpropyl)-5-(1-cyclohexylsulfonyl-4-cyclobutyl-methylpyrrolidin-2-yl)-1,2,4-oxadiazole Methyl-[(1R,2S)-2,6-dimethyl-2,3-dihydro-1H-inden-1-yl]carbamate CN(C(O)=O)[C@@H]1[C@H](CC2=CC=C(C=C12)C)C.C1(=CC=CC=C1)CCCC1=NOC(=N1)C1(N(CC(C1)C1CCC1)S(=O)(=O)C1CCCCC1)C